4-[(3R)-3-[[6-(4-hydroxycoumaran-5-yl)-5-methyl-1,2,4-triazin-3-yl]amino]piperidino]butyronitrile OC1=C2CCOC2=CC=C1C1=C(N=C(N=N1)N[C@H]1CN(CCC1)CCCC#N)C